CN(C(=O)N1CCC1)CCCNC1=NC(=NC=C1C(F)(F)F)NC=1C(=NN(C1)C1CCN(CC1)C)C N-methyl-N-(3-((2-((3-methyl-1-(1-methylpiperidin-4-yl)-1H-pyrazol-4-yl)amino)-5-(trifluoromethyl)pyrimidin-4-yl)amino)propyl)azetidine-1-carboxamide